5-(6-methyl-5-((1S,2R)-2-(2,2,2-trifluoroethyl)cyclopropyl)pyridazin-3-yl)pyrimidine-2,4(1H,3H)-dione CC1=C(C=C(N=N1)C=1C(NC(NC1)=O)=O)[C@@H]1[C@H](C1)CC(F)(F)F